C(#N)N1CCC(CC1)=C=O cyano-4-carbonylpiperidine